(5Z,8Z,11Z,14Z,17Z)-eicosa-5,8,11,14,17-pentaen-yl methanesulfonate CS(=O)(=O)OCCCC\C=C/C\C=C/C\C=C/C\C=C/C\C=C/CC